1-(5Z,8Z,11Z,14Z,17Z-eicosapentaenoyl)-2-(9Z,12Z-octadecadienoyl)-glycero-3-phosphocholine CCCCC/C=C\C/C=C\CCCCCCCC(=O)O[C@H](COC(=O)CCC/C=C\C/C=C\C/C=C\C/C=C\C/C=C\CC)COP(=O)([O-])OCC[N+](C)(C)C